C(C)(C)NC1=C(C=NC=2N1N=C(C2)C2=CC(=NC=C2)N2CCOCC2)C(=O)NC 7-(isopropylamino)-N-methyl-2-(2-morpholinopyridin-4-yl)pyrazolo[1,5-a]pyrimidine-6-carboxamide